1,1,1-trifluoro-2-((2-fluoro-ethoxy)methoxy)ethane FC(COCOCCF)(F)F